N-(t-butoxycarbonyl)-O-benzyltyrosine C(C)(C)(C)OC(=O)N[C@@H](CC1=CC=C(C=C1)OCC1=CC=CC=C1)C(=O)O